(2-chloro-5-(thiophen-3-ylethynyl)pyridin-4-yl)-3,3-dimethylpiperidin-4-ol ClC1=NC=C(C(=C1)N1CC(C(CC1)O)(C)C)C#CC1=CSC=C1